C(CC)NC(C)CC1=CC=CC=C1 propyl-amphetamine